C(C1=CC=CC=C1)[C@H]1C(NC[C@H]2N1C([C@@H](N(C2)CCCC2=CC=CC=C2)CC(C)C)=O)=O (3S,6S,9aR)-6-benzyl-3-isobutyl-2-(3-phenylpropanyl)hexahydro-4H-pyrazino[1,2-a]pyrazine-4,7(6H)-dione